5-((7-Chloroisoquinolin-1-yl)amino)-N-(1,2,3,4-tetrahydronaphthalen-2-yl)pyridinecarboxamide tert-butyl-6-[(5-dimethylphosphoryl-2-pyridyl)methyl]-2-azaspiro[3.3]heptane-2-carboxylate C(C)(C)(C)OC(=O)N1CC2(C1)CC(C2)CC2=NC=C(C=C2)P(=O)(C)C.ClC2=CC=C1C=CN=C(C1=C2)NC=2C=CC(=NC2)C(=O)NC2CC1=CC=CC=C1CC2